C(C)(C)(C)OC(=O)N1C[C@@H](N(CC1)C1=NC=C(C(=N1)SC)Cl)C (S)-4-(5-chloro-4-(methylthio)pyrimidin-2-yl)-3-methylpiperazine-1-carboxylic acid tert-butyl ester